thiodiadamantane S(C12CC3CC(CC(C1)C3)C2)C23CC1CC(CC(C2)C1)C3